BrC=1C=NC=2OC=3C(=NC(=NC3C2C1)Cl)N1CCOCC1 12-bromo-4-chloro-6-(morpholin-4-yl)-8-oxa-3,5,10-triazatricyclo[7.4.0.02,7]trideca-1(9),2(7),3,5,10,12-hexaene